N-(5-(3,5-difluorobenzyl)-1H-indazol-3-yl)-4-(4-(4-(2,4-dioxotetrahydropyrimidin-1(2H)-yl)benzyl)piperazin-1-yl)-2-((tetrahydro-2H-pyran-4-yl)amino)benzamide FC=1C=C(CC=2C=C3C(=NNC3=CC2)NC(C2=C(C=C(C=C2)N2CCN(CC2)CC2=CC=C(C=C2)N2C(NC(CC2)=O)=O)NC2CCOCC2)=O)C=C(C1)F